[2H]C([C@](C(N1C=CC2=CC(=CC=C12)OC([2H])([2H])[2H])([2H])[2H])(O)[2H])([2H])[2H] |r| (R/S)-1,1,1,2,3,3-hexadeuterio-3-[5-(trideuteriomethoxy)indol-1-yl]propan-2-ol